6-iodo-1-(2,2,2-trifluoroethyl)indol-4-amine IC=1C=C(C=2C=CN(C2C1)CC(F)(F)F)N